CN1N=C(C2=CC(=CC=C12)C1=CC=C(C=C1)S(=O)(=O)N1CCC(CC1)NC1=NC=C(C=C1)C(F)(F)F)C#N 1-Methyl-5-(4-((4-((5-(trifluoromethyl)pyridin-2-yl)amino)piperidin-1-yl)sulfonyl)phenyl)-1H-indazole-3-carbonitrile